(12-(4,5-dimethoxy-2-methylphenyl)dodecyl)triphenylphosphonium Tert-butyl-4-[[1-[3-(2,6-dioxo-3-piperidyl)-7-fluoro-1-methyl-indazol-6-yl]-4-piperidyl]methyl]piperazine-1-carboxylate C(C)(C)(C)OC(=O)N1CCN(CC1)CC1CCN(CC1)C1=CC=C2C(=NN(C2=C1F)C)C1C(NC(CC1)=O)=O.COC1=CC(=C(C=C1OC)CCCCCCCCCCCC[P+](C1=CC=CC=C1)(C1=CC=CC=C1)C1=CC=CC=C1)C